FC(CN1N=C(C=2C1=NC(=NC2)N2CCC1(CCN(C1=O)C1=NC=CC(=C1)C(F)(F)F)CC2)C)F 8-[1-(2,2-difluoroethyl)-3-methyl-1H-pyrazolo[3,4-d]pyrimidin-6-yl]-2-[4-(trifluoromethyl)pyridin-2-yl]-2,8-diazaspiro[4.5]decan-1-one